ClC=1C(=C(C=CC1)[C@]1(CN(C(C2=CN=C(C(=C12)F)NC1CN(C1)C(=O)C1(CC1)O)=O)C1=NC=CC=C1F)C)F (4R)-4-(3-chloro-2-fluorophenyl)-5-fluoro-2-(3-fluoropyridin-2-yl)-6-{[1-(1-hydroxycyclopropane-1-carbonyl)azetidin-3-yl]amino}-4-methyl-3,4-dihydro-2,7-naphthyridin-1(2H)-one